2-((1R,5S,6r)-3-(1-(2,2-difluoroethyl)-1H-pyrazolo[3,4-b]pyrazin-6-yl)-3-azabicyclo[3.1.0]hexan-6-yl)-5-phenyl-1,3,4-thiadiazole FC(CN1N=CC=2C1=NC(=CN2)N2C[C@H]1C([C@H]1C2)C=2SC(=NN2)C2=CC=CC=C2)F